O1C(=NC2=C1C=CC=C2)C=2OC1=C(N2)C=CC=C1 2,2'-bibenzo[d]oxazole